4-Aminomethyl-6-(3-(5-trifluoromethylpyridin-2-yl)morpholin-4-yl)phthalazin-1(2H)-one NCC1=NNC(C2=CC=C(C=C12)N1C(COCC1)C1=NC=C(C=C1)C(F)(F)F)=O